3-mercaptopropyl-methyl-diisopropyloxysilane SCCC[Si](OC(C)C)(OC(C)C)C